C(CCCCCCCCCCCCCCCCCCC)OC(C(=C)C)=O.C1(=CC=CC=C1)S(=O)(=O)C=CC1=CC2=CC=CC=C2C=C1 2-(2-(benzenesulfonyl)vinyl)naphthalene cosyl-methacrylate